OCCOCCCN(S(=O)(=O)C1=C(C=CC=C1)[N+](=O)[O-])C=1C=C2C(=NNC2=CC1)C=1C=NC=C(C1)O N-(3-(2-hydroxyethoxy)propyl)-N-(3-(5-hydroxypyridin-3-yl)-1H-indazol-5-yl)-2-nitrobenzenesulfonamide